ClC=1C=C(C=CC1F)[C@@H]1N(OCC1)C1=CC(=NC=N1)NC=1C(=CC(=C(C1)NC(C=C)=O)N1C[C@@H]2N(CC[C@@H]2C1)C)OC N-(5-((6-((R)-3-(3-chloro-4-fluorophenyl)isoxazolidine-2-yl)pyrimidine-4-yl)amino)-4-methoxy-2-((3aR,6aR)-1-methylhexahydropyrrolo[3,4-b]pyrrole-5(1H)-yl)phenyl)acrylamide